N-(3-((3-Amino-5-(4-amino-4-(fluoromethyl)piperidin-1-yl)pyrazin-2-yl)thio)-2-chlorophenyl)-2-hydroxy-4-oxo-6,7,8,9-tetrahydro-4H-pyrido[1,2-a]pyrimidin NC=1C(=NC=C(N1)N1CCC(CC1)(CF)N)SC=1C(=C(C=CC1)N1C2N(C(C=C1O)=O)CCCC2)Cl